tert-butyl 4-(4-benzyloxy-2-fluoro-phenyl)-3,6-dihydro-2H-pyridine-1-carboxylate C(C1=CC=CC=C1)OC1=CC(=C(C=C1)C=1CCN(CC1)C(=O)OC(C)(C)C)F